C(C1=CC=CC=C1)N1C(C=2C=C(C(=NC2C=C1)C)C(=O)NCCC=1OC=CC1)=O 6-benzyl-N-(2-(furan-2-yl)ethyl)-2-methyl-5-oxo-5,6-dihydro-1,6-naphthyridine-3-carboxamide